C1CCC12CN(CC2)CC=2NC1=CC(=CC=C1C2)CN2N=NC(=C2)C2=C1C=NN(C1=CC(=C2)NCCCl)C2OCCCC2 4-(1-((2-((6-azaspiro[3.4]octan-6-yl)methyl)-1H-indole-6-yl)methyl)-1H-1,2,3-triazol-4-yl)-N-(2-chloroethyl)-1-(tetrahydro-2H-pyran-2-yl)-1H-indazole-6-amine